tert-butyl N-{6-bromo-2-chloro-7-methylpyrrolo[1,2-b]pyridazin-4-yl}-N-(thiophen-2-ylmethyl)carbamate BrC=1C=C2N(N=C(C=C2N(C(OC(C)(C)C)=O)CC=2SC=CC2)Cl)C1C